C=12OC3CNCC3NCC=3C=CC=C([SH4]NC(N=CC1)=N2)C3 2-oxa-15λ6-thia-5,8,16,18,21-pentaazatetracyclo[15.3.1.110,14.03,7]docosa-1(20),10(22),11,13,17(21),18-hexaene